C(C)(C)(C)OC(=O)N(C(OC(C)(C)C)=O)C1=NC(=NC=C1)Cl Tert-Butyl N-Tert-Butoxycarbonyl-N-(2-Chloropyrimidin-4-yl)Carbamate